OC[C@H](C1=CC=CC=C1)NC1=CC(=NC=C1C1=NC=NO1)NC1=CC=C2C(=N1)C(NC2=O)C 2-((4-(((S)-2-hydroxy-1-phenylethyl)amino)-5-(1,2,4-oxadiazol-5-yl)pyridin-2-yl)amino)-7-methyl-6,7-dihydro-5H-pyrrolo[3,4-b]pyridin-5-one